CC1=NC(=CC=C1C=1C=2N(C(=NC1)NCC1=C(C=CC3=C1CCO3)F)C=NC2S(=O)(C)=N)C (8-(2,6-dimethylpyridin-3-yl)-5-(((5-fluoro-2,3-dihydrobenzofuran-4-yl)methyl)amino)imidazo[1,5-c]pyrimidin-1-yl)(imino)(methyl)-sulfanone